BrC1=C(C=C2C(=NC(=NC2=C1F)F)N1C=COC[C@](C1)(O)C)F (S)-4-(7-bromo-2,6,8-trifluoroquinazolin-4-yl)-6-methyl-1,4-oxaazepine-6-ol